NC1=NC(=C(C(=N1)N[C@H](CCO)CCC)CC1=CC=C(C=O)C=C1)C (S)-4-((2-amino-4-((1-hydroxyhexan-3-yl)amino)-6-methylpyrimidin-5-yl)methyl)benzaldehyde